O1[C@H](COCC1)CN1N=C2C3=C(CC(C2=C1)(C)C)OC(=C3C(F)(F)F)C(=O)OCC ethyl 2-{[(2S)-1,4-dioxan-2-yl] methyl}-4,4-dimethyl-8-(trifluoromethyl)-4,5-dihydro-2H-furo[2,3-g]indazole-7-carboxylate